C1(CC1)C1=C(C(=NO1)C1=C(C=CC=C1)C(F)(F)F)C(=O)O[C@@H]1[C@@H]2CN([C@H](C1)C2)C=2SC1=C(N2)C(=CC(=C1)C(=O)OC)OC(F)(F)F methyl 2-[(1S,4S,5S)-5-([5-cyclopropyl-3-[2-(trifluoromethyl)phenyl]-1,2-oxazol-4-yl]carbonyloxy)-2-azabicyclo[2.2.1]heptan-2-yl]-4-(trifluoromethoxy)-1,3-benzothiazole-6-carboxylate